tert-butyl (5-(4-(4-carbamoyl-3-fluorophenyl)-3-nitro-1H-pyrazol-1-yl)-4-fluoro-2-methylphenyl)carbamate C(N)(=O)C1=C(C=C(C=C1)C=1C(=NN(C1)C=1C(=CC(=C(C1)NC(OC(C)(C)C)=O)C)F)[N+](=O)[O-])F